C(C1=CC=CC=C1)(=O)C1=C(C(OC1N(C)C)=O)C1=CC=C(C=C1)C 4-benzoyl-5-(dimethylamino)-3-(p-tolyl)furan-2(5H)-one